(1R)-1-(2,2-difluoro-1,3-benzodioxol-5-yl)ethylamine hydrochloride Cl.FC1(OC2=C(O1)C=CC(=C2)[C@@H](C)N)F